3-[(1-cyclopropyl-5-fluoro-1H-pyrazol-4-yl)amino]piperidine-1-carboxylic acid tert-butyl ester C(C)(C)(C)OC(=O)N1CC(CCC1)NC=1C=NN(C1F)C1CC1